3-benzyloxy-N-(pyridazin-4-yl)thiophene-2-carboxamide tert-butyl-5-(bis(4H-benzo[d][1,3]dioxin-6-yl)methyl)hexahydrocyclopenta[c]pyrrole-2(1H)-carboxylate C(C)(C)(C)OC(=O)N1CC2C(C1)CC(C2)C(C2=CC1=C(OCOC1)C=C2)C2=CC1=C(OCOC1)C=C2.C(C2=CC=CC=C2)OC2=C(SC=C2)C(=O)NC2=CN=NC=C2